5-iodopyrimidine IC=1C=NC=NC1